CC1(OCCN(C1)C1=NC=2N(C=C1)N=CC2C(=O)OCC)C 1-Ethyl 5-(2,2-dimethylmorpholino)pyrazolo[1,5-a]pyrimidine-3-carboxylate